C[C@](C(=O)O)(O)C1=CC=CC=C1 (s)-alpha-methylmandelic acid